(S)-2-((7-(difluoromethyl)-2-(5-fluoro-2-methyl-4-(methylcarbamoyl)phenyl)imidazo[1,2-a]pyridin-3-yl)methyl)morpholine-4-carboxylic acid methyl ester COC(=O)N1C[C@@H](OCC1)CC1=C(N=C2N1C=CC(=C2)C(F)F)C2=C(C=C(C(=C2)F)C(NC)=O)C